ClC=1C(=C2CCN(C2=CC1)C(=O)OC(C)(C)C)N=C=S tert-butyl 5-chloro-4-isothiocyanato-indoline-1-carboxylate